O1CCN(C2=C1C=CC=C2)NC(=O)C=2C=NC1=C(C=CC=C1C2C2CCOCC2)C2=C(C(=CC(=C2)F)F)F N-(2,3-dihydro-1,4-benzoxazin-4-yl)-4-tetrahydropyran-4-yl-8-(2,3,5-trifluorophenyl)quinoline-3-carboxamide